Ethyl (R)-3-(1,4-dimethyl-1H-benzo[d][1,2,3]triazol-5-yl)-3-(3-(((R)-7-hydroxy-2-(trifluoromethyl)-2,3-dihydropyrido[2,3-f][1,4]oxazepin-4(5H)-yl)methyl)-4-methylphenyl)propanoate CN1N=NC2=C1C=CC(=C2C)[C@H](CC(=O)OCC)C2=CC(=C(C=C2)C)CN2C[C@@H](OC1=C(C2)N=C(C=C1)O)C(F)(F)F